6-(1-((2-(2,6-dioxopiperidin-3-yl)-7-fluoro-1,3-dioxoisoindolin-5-yl)methyl)piperidine-4-yl)-2-(4-phenoxyphenyl)nicotinamide O=C1NC(CCC1N1C(C2=C(C=C(C=C2C1=O)CN1CCC(CC1)C1=NC(=C(C(=O)N)C=C1)C1=CC=C(C=C1)OC1=CC=CC=C1)F)=O)=O